(tert-butyl)-2-chloro-5-methoxypyrimidine C(C)(C)(C)C1=NC(=NC=C1OC)Cl